FC=1C=C(C=CC1)N1C(SC=C1C=1C=C(C(=O)NCCCCC2=CC=CC=C2)C=CC1)=O 3-(3-(3-fluorophenyl)-4-thiazolinonyl)-N-(4-phenylbutyl)benzamide